ClC=1C=C(C=CC1F)NC1=NC=2N(C=C1)N=CC2NC(=O)NC2=NC(N(C=C2F)C2OC(C(C2O)O)C)=O 1-(5-((3-chloro-4-fluorophenyl)amino)-pyrazolo[1,5-a]pyrimidin-3-yl)-3-(1-(3,4-dihydroxy-5-methyl-tetrahydrofuran-2-yl)-5-fluoro-2-oxo-1,2-dihydropyrimidin-4-yl)-urea